(2R)-2-[2-prop-1-ynyl-6-[[5-(trifluoromethyl)-3-pyridyl]methylamino]purin-9-yl]tetrahydrothiophene-3,4-diol C(#CC)C1=NC(=C2N=CN(C2=N1)[C@@H]1SCC(C1O)O)NCC=1C=NC=C(C1)C(F)(F)F